FC1=C(C(=CC=C1)F)C1=NC=2N(C(=N1)NC=1C=NN(C1)C1CCN(CC1)C1CCOCC1)N=CC2 2-(2,6-difluorophenyl)-N-(1-(1-(tetrahydro-2H-pyran-4-yl)piperidin-4-yl)-1H-pyrazol-4-yl)pyrazolo[1,5-a][1,3,5]triazin-4-amine